N'-pivaloylacrylohydrazide C(C(C)(C)C)(=O)NNC(C=C)=O